N,N-diethyl-ethanamine C(C)N(CC)CC